(Z)-12-(2-octylphenyl)dodec-11-enamide C(CCCCCCC)C1=C(C=CC=C1)\C=C/CCCCCCCCCC(=O)N